C(C)(C)(C)OC([C@@H](CC1=CSC(=C1)C=O)[C@@H]1CN(CC1)C(=O)OC(C)(C)C)=O tert-butyl (3R)-3-[(2S)-1-(tert-butoxy)-3-(5-formylthiophen-3-yl)-1-oxopropane-2-yl]pyrrolidine-1-carboxylate